propyloxetan C(CC)C1OCC1